methyl 3-bromopyrazolo[1,5-a]pyridine-5-carboxylate BrC=1C=NN2C1C=C(C=C2)C(=O)OC